tert-butyl (1R,2S,5S)-2-vinyl-3,8-diazabicyclo[3.2.1]octane-8-carboxylate C(=C)[C@H]1[C@H]2CC[C@@H](CN1)N2C(=O)OC(C)(C)C